strontium titanium bismuth [Bi].[Ti].[Sr]